1H-pyrazole-1,3-dicarboxylic acid N1(N=C(C=C1)C(=O)O)C(=O)O